6-CHLORO-7-METHOXYINDOLE-3-CARBOXALDEHYDE ClC1=CC=C2C(=CNC2=C1OC)C=O